1-(7-chloro-1H-indazol-3-yl)-3-(6-(4-isopropyl-4H-1,2,4-triazol-3-yl)pyridin-2-yl)urea ClC=1C=CC=C2C(=NNC12)NC(=O)NC1=NC(=CC=C1)C1=NN=CN1C(C)C